Diaminodecan NC(CCCCCCCCC)N